FC1=CC=C(C=C1)S(=O)(=O)C=1C=CC=C(C(=O)N)C1 5-(4-fluorophenyl)sulfonyl-benzamide